1-benzyl 5',8'-di-tert-butyl 3'-(2-hydroxyphenyl)-5'H-spiro[piperidine-4,6'-pyrazino[2,3-c]pyridazine]-1,5',8'(7'H)-tricarboxylate OC1=C(C=CC=C1)C1=CC2=C(N=N1)N(CC1(N2C(=O)OC(C)(C)C)CCN(CC1)C(=O)OCC1=CC=CC=C1)C(=O)OC(C)(C)C